O1CCC1CN1N=C2C3=C(CCC2=C1)OC(=C3C(F)(F)F)C(=O)OCC ethyl 2-[(oxetan-4-yl) methyl]-8-(trifluoromethyl)-4,5-dihydro-2H-furo[2,3-g]indazole-7-carboxylate